Methyl 1-(1-(2-chlorophenyl)ethyl)-1H-indazole-5-carboxylate ClC1=C(C=CC=C1)C(C)N1N=CC2=CC(=CC=C12)C(=O)OC